O=C1NC(CCC1NC(C1=C(C=CC=C1)I)=O)=O N-(2,6-dioxopiperidin-3-yl)-2-iodobenzamide